N-ethyl-3-(7-fluoro-2-methyl-1-oxoisoquinolin-4-yl)benzenesulfonamide C(C)NS(=O)(=O)C1=CC(=CC=C1)C1=CN(C(C2=CC(=CC=C12)F)=O)C